2-iminobenzo[d]thiazol-3(2H)-aminium 2,4,6-trimethylbenzenesulfonate CC1=C(C(=CC(=C1)C)C)S(=O)(=O)[O-].N=C1SC2=C(N1[NH3+])C=CC=C2